CN(CCCC(=O)OC(CCCCCCCC(=O)Cl)CCCCCCCC(=O)Cl)C 9-((4-(dimethylamino)butanoyl)oxy)heptadecanedioyl Chloride